3-((Trans-4-((tert-butyl-butoxycarbonyl)amino)cyclohexyl)oxy)propylmethanesulfonate C(C)(C)(C)C(CCC)OC(=O)N[C@@H]1CC[C@H](CC1)OCCCCS(=O)(=O)[O-]